COC(=O)C1=C(C=C(C=C1)C1=CC=CC=C1)N 3-amino-(1,1'-biphenyl)-4-carboxylic acid methyl ester